OC(CCC(=O)N1CC2(CC2)C[C@H]1C(=O)N[C@@H](C[C@H]1C(NCC1)=O)C(COC(F)(F)F)=O)(C)C (S)-5-(4-hydroxy-4-methylpentanoyl)-N-((S)-3-oxo-1-((S)-2-oxopyrrolidin-3-yl)-4-(trifluoromethoxy)butan-2-yl)-5-azaspiro[2.4]heptane-6-carboxamide